1-(2-methoxyphenyl)-3-(1-phenylethyl)thiourea COC1=C(C=CC=C1)NC(=S)NC(C)C1=CC=CC=C1